4,4-Ditrifluoromethyl-bipyridine FC(C1(CC(=NC=C1)C1=NC=CC=C1)C(F)(F)F)(F)F